[Si](C)(C)(C(C)(C)C)OCCC=1C=C2C(C=C(NC2=CC1)CCCCCCC)=O 6-(2-((tert-butyldimethylsilyl)oxy)ethyl)-2-heptylquinolin-4(1H)-one